tert-butyl (5-(4-(4,4-difluoropiperidin-1-ylsulfonyl)phenyl)-7-(trifluoromethyl)benzofuran-2-yl)methylcarbamate FC1(CCN(CC1)S(=O)(=O)C1=CC=C(C=C1)C=1C=C(C2=C(C=C(O2)CNC(OC(C)(C)C)=O)C1)C(F)(F)F)F